(R)-(2-cyclopropyloxazol-5-yl)(4-(4-(difluoromethyl)pyrazolo[1,5-a]pyridin-2-yl)-1,4,6,7-tetrahydro-5H-imidazo[4,5-c]pyridin-5-yl)methanone C1(CC1)C=1OC(=CN1)C(=O)N1[C@H](C2=C(CC1)NC=N2)C2=NN1C(C(=CC=C1)C(F)F)=C2